C(C)(C)(C)OC(=O)N1CCC(CC1)(O)C(C1=C(C=C(C=C1)Br)F)=O 4-(4-bromo-2-fluorobenzoyl)-4-hydroxypiperidine-1-carboxylic acid tert-butyl ester